COC1=C2C=CC(OC2=CC=C1C(=O)NC1=NN(C2=CC=CC=C12)CCNC)(C)C 5-methoxy-2,2-dimethyl-N-(1-(2-(methylamino)ethyl)-1H-indazol-3-yl)-2H-chromen-6-carboxamide